C(C1=CC=CC=C1)OC1=C2C(=C(N(C2=CC=C1)C1=CC=C(C=C1)F)C(COC(N(C)C)=O)(C)C)C1=CC=C(C(=O)O)C=C1 4-[4-benzyloxy-2-[2-(dimethylcarbamoyloxy)-1,1-dimethyl-ethyl]-1-(4-fluorophenyl)indol-3-yl]benzoic acid